2-methyl-[1,1':3',1'':4'',1'''-quaterphenyl]-6'-amine CC1=C(C=CC=C1)C1=CC(=CC=C1N)C1=CC=C(C=C1)C1=CC=CC=C1